gamma-(2-hydroxyethyl)aminopropyl-methyltriethoxysilane benzyl-(R)-3-[(tert-butoxycarbonyl)amino]-4-oxobutanoate C(C1=CC=CC=C1)OC(C[C@H](C=O)NC(=O)OC(C)(C)C)=O.OCCNCCCC(C)O[Si](OCC)(OCC)C